2-[[5-(ethylsulfonimidoyl)-2-methyl-6-[3-methyl-6-(trifluoromethyl)imidazo[4,5-b]pyridin-2-yl]-3-pyridyl]oxy]-2-methyl-propanenitrile C(C)S(=O)(=N)C=1C=C(C(=NC1C1=NC=2C(=NC=C(C2)C(F)(F)F)N1C)C)OC(C#N)(C)C